(3S,4S)-7-methoxy-N-(3-(4-methylpiperazin-1-yl)phenyl)-2-((1-methylpiperidin-4-yl)methyl)-1-oxo-3-(4-(trifluoromethyl)phenyl)-1,2,3,4-tetrahydroisoquinoline-4-carboxamide COC1=CC=C2[C@@H]([C@H](N(C(C2=C1)=O)CC1CCN(CC1)C)C1=CC=C(C=C1)C(F)(F)F)C(=O)NC1=CC(=CC=C1)N1CCN(CC1)C